Methyl 2-([1,1'-biphenyl]-4-yl)-4,4-diethoxy-2-phenylbutanoate C1(=CC=C(C=C1)C(C(=O)OC)(CC(OCC)OCC)C1=CC=CC=C1)C1=CC=CC=C1